C[C@]1(C[C@@]2(CO2)CC(C1)(C)C)CN1C=NC2=C1C=C(C=C2)C#N (((3R,5S)-5,7,7-trimethyl-1-oxaspiro[2.5]octan-5-yl)methyl)-1H-benzo[d]imidazole-6-carbonitrile